2-bromo-7,7-dimethyl-6,7-dihydro-5H-cyclopenta[b]pyridine-4-carboxylic acid methyl ester COC(=O)C1=C2C(=NC(=C1)Br)C(CC2)(C)C